Tert-butyl (3R)-4-(4-bromo-3-chloro-2-fluoro-5-methoxybenzoyl)-3-(hydroxymethyl)piperazine-1-carboxylate BrC1=C(C(=C(C(=O)N2[C@H](CN(CC2)C(=O)OC(C)(C)C)CO)C=C1OC)F)Cl